CN1N=C(N=C1)[Sn](CCCC)(CCCC)CCCC 1-methyl-3-(tributylstannyl)-1H-1,2,4-triazole